1-(4-((dimethylamino)methyl)-3,5-difluorophenyl)ethan-1-ol CN(C)CC1=C(C=C(C=C1F)C(C)O)F